5-[3-[2,4-difluoro-3-(propylsulfonylamino)benzoyl]-1H-pyrazolo[3,4-b]Pyridin-5-yl]Pyrimidine-2-carboxylic acid methyl ester COC(=O)C1=NC=C(C=N1)C=1C=C2C(=NC1)NN=C2C(C2=C(C(=C(C=C2)F)NS(=O)(=O)CCC)F)=O